1-(5-(3-isopropyl-2-(2-methylpyridin-4-yl)-1H-indol-5-yl)-1,3,4-oxadiazol-2-yl)-2-methylpropan-2-amine C(C)(C)C1=C(NC2=CC=C(C=C12)C1=NN=C(O1)CC(C)(N)C)C1=CC(=NC=C1)C